COC1=CC=C(C=N1)OC1CCN(CC1)C1=C(C=C2C(=N1)N(NC2=O)C)C 6-(4-((6-methoxypyridin-3-yl)oxy)piperidin-1-yl)-1,5-dimethyl-1,2-dihydro-3H-pyrazolo[3,4-b]pyridin-3-one